C1(CC1)C=1C=C(C(=NC1)CN[C@H](C)C1=NC=CC=N1)F (R)-N-((5-cyclopropyl-3-fluoropyridin-2-yl)methyl)-1-(pyrimidin-2-yl)ethan-1-amine